3-methyl-6,7-dihydro-5H-pyrazolo[5,1-b][1,3]oxazine-2-carboxylic acid CC=1C(=NN2C1OCCC2)C(=O)O